zinc undecenoate C=CCCCCCCCCC(=O)[O-].C=CCCCCCCCCC(=O)[O-].[Zn+2]